tert-Butyl N-[2-[Methoxy(methyl)carbamoyl]-1-benzofuran-3-yl]carbamate CON(C(=O)C=1OC2=C(C1NC(OC(C)(C)C)=O)C=CC=C2)C